BrC1=C(C(=C(C=C1)S(=O)(=O)N[C@H](C(F)(F)F)CC)F)Cl (S)-4-bromo-3-chloro-2-fluoro-N-(1,1,1-trifluorobutan-2-yl)benzenesulfonamide